8-bromooctanoic acid tridecyl ester C(CCCCCCCCCCCC)OC(CCCCCCCBr)=O